CC1NCC1CS(=O)(=O)C 2-methyl-3-((methanesulfonyl)methyl)azetidine